2-{5-[(oxan-2-yloxy)methyl]-1,2-oxazol-3-yl}acetaldehyde O1C(CCCC1)OCC1=CC(=NO1)CC=O